C(N)(OSCC1=C(C=C(C=C1)C)C)=O 2,4-dimethylbenzylthio carbamate